C(CCCCC)C=1C=C(C2=C(C=CS2)C1)N1C(=CC2=CC=CC=C12)C1CC1 5-hexyl-7-(2-cyclopropyl-1H-1-indolyl)benzothiophene